C(C)OC(C(CCCC)(CC)NC(C1=CC=CC=C1)=O)=O (E)-2-(benzamido)-2-ethylhexanoic acid ethyl ester